C(CCCCCCCCCCCCCCCCC)OC(CCC1=CC(=C(C(=C1)C(C)(C)C)O)C(C)(C)C)=O n-Octadecyl-beta-(4-hydroxy-3,5-di-tert-butyl-phenyl)-propionat